4,6-dichloro-N-(3-((3-chloropyridin-2-yl)methyl)-2,8-dimethyl-4-oxo-3,4-dihydroquinazolin-5-yl)-5-hydroxypicolinamide ClC1=CC(=NC(=C1O)Cl)C(=O)NC1=C2C(N(C(=NC2=C(C=C1)C)C)CC1=NC=CC=C1Cl)=O